C(#N)C1=CN=C(N1)C(=O)NC=1C(=NC(=CC1)C1=CC2(C=CC(C1)(O2)C)C)C2=CCC(CC2)(C)C 5-cyano-N-[2-(4,4-dimethylcyclohexen-1-yl)-6-[1,5-dimethyl-8-oxabicyclo[3.2.1]octa-2,6-dien-3-yl]-3-pyridyl]-1H-imidazole-2-carboxamide